3,6-dibromo-9-(1-(tetrahydro-2H-pyran-2-yl)-1H-pyrazol-4-yl)-9H-carbazole BrC=1C=CC=2N(C3=CC=C(C=C3C2C1)Br)C=1C=NN(C1)C1OCCCC1